2-(2,6-dibromophenoxy)-1-phenylethan-1-ol BrC1=C(OCC(O)C2=CC=CC=C2)C(=CC=C1)Br